BrC1=C(C=CC=C1)C=1N=NN(N1)CC=1C=C(N(N1)C1=NC=CC=C1Cl)C(=O)NC1=C(C=C(C=C1C)Cl)C(N)=O 5-[[5-(2-bromophenyl)tetrazol-2-yl]methyl]-N-(2-carbamoyl-4-chloro-6-methyl-phenyl)-2-(3-chloro-2-pyridinyl)pyrazole-3-carboxamide